CC1=CC=C(C=C1)S(=O)(=O)OCC1(CC1)COS(=O)(=O)C1=CC=C(C)C=C1 cyclopropane-1,1-diylbis(methylene) bis(4-toluenesulfonate)